(E)-1-(4-(5-carbamoyl-2-methyl-1H-benzoimidazol-1-yl)but-2-en-1-yl)-2-(1-ethyl-3-methyl-1H-pyrazole-5-carboxamido)-7-methoxy-1H-benzo[d]imidazole-5-carboxamide C(N)(=O)C1=CC2=C(N(C(=N2)C)C/C=C/CN2C(=NC3=C2C(=CC(=C3)C(=O)N)OC)NC(=O)C3=CC(=NN3CC)C)C=C1